COC(CC(C(C)(C)C)C)=O methyl-3,4,4-trimethylpentanoate